C1(CC1)S(=O)(=O)[C@@]1([C@H](CNCC1)[C@H]1N2C(C3=CC=CC=C13)=CN=C2)O (3R,4s)-4-(cyclopropylsulfonyl)-3-((R)-5H-imidazo[5,1-a]isoindol-5-yl)piperidin-4-ol